NC1=NC2=C(C=3N1N=C(N3)C=3OC=CC3)C=NN2C(C(=O)N[C@H]2CCOC3=CC=CC=C23)C2=CC=CC=C2 2-(5-amino-2-(furan-2-yl)-7H-pyrazolo[4,3-e][1,2,4]triazolo[1,5-c]pyrimidin-7-yl)-N-((S)-chroman-4-yl)-2-phenylacetamide